CC=1C(=C(C(=O)OC(CC2=CC(=CC=C2)C2=NC(=NC=C2C=2OC3=C(C2)C=CC=C3)Cl)C)C=CC1)NC(C)C=1C=C(C=C3C(N(C(=NC13)N1CC(CCC1)(C)C)C)=O)C (3-(5-(benzofuran-2-yl)-2-chloropyrimidin-4-yl)phenyl)propan-2-ol methyl-2-((1-(2-(3,3-dimethylpiperidin-1-yl)-3,6-dimethyl-4-oxo-3,4-dihydroquinazolin-8-yl)ethyl)amino)benzoate